ClC=1C=C2C(=C3C1NC(NC31CCCCC1)=O)OC(=N2)CN2CC(C2)OCC(C)C 5-chloro-2-{[3-(2-methylpropoxy)azetidin-1-yl]methyl}-7,8-dihydro-6H-spiro[[1,3]oxazolo[5,4-f]quinazoline-9,1'-cyclohexan]-7-one